BrC1=C(C=CC(=C1)Cl)C=1N=COC1 4-(2-bromo-4-chlorophenyl)-1,3-oxazole